ClC=1C=C2C=C(NC2=CC1OCC1=CC(=NO1)C)CNC(CO)=O N-((5-chloro-6-((3-methylisoxazol-5-yl)methoxy)-1H-indol-2-yl)methyl)-2-hydroxyacetamide